CC(C)([C@H](C(=O)[O-])N=CC1=C(OC(=N1)CC2=CC=CC=C2)O)S The molecule is the conjugate base of benzylpenicillenic acid. It has a role as an allergen. It is a conjugate base of a benzylpenicillenic acid.